CC1=C(C(=O)N[C@H](C)C2=CC=CC3=CC=CC=C23)C=C(C=C1)NC[C@H]1N(CCC1)S(=O)(=O)C 2-methyl-5-((((S)-1-(methylsulfonyl)pyrrolidin-2-yl)methyl)amino)-N-((R)-1-(naphthalen-1-yl)ethyl)benzamide